1-[3-(1-quinolin-6-ylcyclopropyl)imidazo[1,2-a]pyrimidin-6-yl]-1H-pyrazole-4-carboxylic Acid N1=CC=CC2=CC(=CC=C12)C1(CC1)C1=CN=C2N1C=C(C=N2)N2N=CC(=C2)C(=O)O